NC1=CC(=NN1)C1=C(C2=CC=CC=C2C=C1)O 2-(5-amino-1H-pyrazol-3-yl)naphthalen-1-ol